N-(3-methoxy-2,2-dimethylpropionyl)-O-(3-(2-(5,6,7,8-tetrahydro-1,8-naphthyridin-2-yl)ethyl)cyclobutyl)homoserine COCC(C(=O)N[C@@H](CCOC1CC(C1)CCC1=NC=2NCCCC2C=C1)C(=O)O)(C)C